7,8-dihydroxy-10-[5-(1-hydroxyhexyl)-1,2-dimethyl-1H-imidazol-4-yl]deca-4,9-dienoic acid OC(CC=CCCC(=O)O)C(C=CC=1N=C(N(C1C(CCCCC)O)C)C)O